C(C)(C)(C)C1=C(N)C(=CC=C1)C(C)(C)C 2,6-di-tert-butylaniline